ClC=1C=C(C=CC1)[C@H](CCN(C(OC(C)(C)C)=O)C)N1CCC(CC1)N(C)C tert-butyl (S)-(3-(3-chlorophenyl)-3-(4-(dimethylamino)piperidin-1-yl)propyl)(methyl)carbamate